diphenylmethyl-ethane-1,2-diamine C1(=CC=CC=C1)C(C1=CC=CC=C1)C(CN)N